trans-3-amino-6'-chloro-2'-methyl-1',2'-dihydro-3'h-spiro[cyclobutane-1,4'-isoquinolin]-3'-one benzenesulfonate C1(=CC=CC=C1)S(=O)(=O)O.NC1CC2(C(N(CC3=CC=C(C=C23)Cl)C)=O)C1